COC=1C=C2N=CC(NC2=CC1)=O 6-methoxyquinoxalin-2(1H)-one